ClC1=C(C(N(C(=C1)C)C)=O)[N+](=O)[O-] 4-chloro-1,6-dimethyl-3-nitro-pyridin-2-one